C(C\C=C/CCCC)OC(CCC#N)OCC\C=C/CCCC 4,4-bis(((Z)-oct-3-en-1-yl)oxy)butanenitrile